2,5-dimethyl-2,5-bis-(t-butylperoxy)-hexane CC(C)(CCC(C)(OOC(C)(C)C)C)OOC(C)(C)C